C(C1=CC=CC=C1)OC1=NC(=CC=C1C1=NN(C2=CC(=C(C=C12)F)C=1CCN(CC1)C(=O)[C@@H]1[C@@H](CN(CC1)C(=O)OC(C)(C)C)C)C)OCC1=CC=CC=C1 tert-butyl (3S,4S)-4-[4-[3-(2,6-dibenzyloxy-3-pyridyl)-5-fluoro-1-methyl-indazol-6-yl]-3,6-dihydro-2H-pyridine-1-carbonyl]-3-methyl-piperidine-1-carboxylate